COC1=C(C=C(C=C1)C(C)(C)N1CCOCC1)S(=O)(=O)NC(=O)C1=NC2=CC=CC(=C2C=C1)N1N=C(C=C1)C N-((2-methoxy-5-(2-morpholinopropan-2-yl)phenyl)sulfonyl)-5-(3-methyl-1H-pyrazol-1-yl)quinoline-2-carboxamide